dithiaspiro[4.5]decane S1SCCC12CCCCC2